CNC(C1=NC(=C(C=C1)N1CCN(CC1)CC1=CC(=NC=C1)NC(CNC)=O)C)=O N,6-dimethyl-5-(4-((2-(2-(methylamino)acetamido)pyridin-4-yl)methyl)piperazin-1-yl)picolinamide